C1OCC2C1CNC2C(=O)N hexahydro-1H-furo[3,4-c]pyrrole-4-carboxamide